N-(4-(4-amino-5-(3-fluoro-4-((6-methylpyridin-2-yl)oxy)phenyl)pyrazolo[5,1-f][1,2,4]triazin-6-yl)phenyl)-2-fluoroacrylamide NC1=NC=NN2C1=C(C(=N2)C2=CC=C(C=C2)NC(C(=C)F)=O)C2=CC(=C(C=C2)OC2=NC(=CC=C2)C)F